NC(C[C@@H](C#CC1=NC=NC=C1)NC(=O)[C@H]1N(CCC1)C(=O)C1(CC1)C1=CC=C(C=C1)OC(F)(F)F)=O (2S)-N-[(1S)-1-(2-Amino-2-oxo-ethyl)-3-pyrimidin-4-yl-prop-2-ynyl]-1-[1-[4-(trifluoromethoxy)phenyl]cyclopropanecarbonyl]pyrrolidine-2-carboxamide